P(=O)(OCC(COC(CCCC(OCC1=CC=CC=C1)=O)=O)OC(CCCC(=O)OCC1=CC=CC=C1)=O)(OC[C@@H](COC(CCCCCCCCCCCCC)=O)OC(CCCCCCCCCCCCC)=O)[O-].[Na+] Sodium 2,3-bis((5-(benzyloxy)-5-oxopentanoyl)oxy)propyl ((R)-2,3-bis(tetradecanoyl-oxy)propyl) phosphate